ClC1=C(C=NN(C1=O)C(C(=O)NC1=CC(=C(C=C1)C)S(NCCC1=NC=CC=C1)(=O)=O)C)SC 2-(5-chloro-4-methylsulfanyl-6-oxo-pyridazin-1-yl)-N-[4-methyl-3-[2-(2-pyridyl)ethylsulfamoyl]phenyl]propanamide